N3-(4-(4-N-methylpiperazinyl)phenyl)-1H-1,2,4-triazole-3,5-diamine CN1CCN(CC1)C1=CC=C(C=C1)NC1=NNC(=N1)N